C(C)(C)OC=1C(=NC=CC1)C1=CC=C(C=C1)C(C)=O 1-(4-(3-isopropoxypyridin-2-yl)phenyl)ethan-1-one